1-(2-ethyl-4-(1-(((3-methyl-4-(pyrrolidin-1-yl)benzyl)oxy)imino)ethyl)benzyl)pyrrolidine-3-carboxylic acid C(C)C1=C(CN2CC(CC2)C(=O)O)C=CC(=C1)C(C)=NOCC1=CC(=C(C=C1)N1CCCC1)C